C1(=CC=C(C=C1)C=1NC=C(N1)C=O)C (2-(p-tolyl)-1H-imidazol-4-yl)methanone